OCC=1N=C(SC1)C1=NOC(=N1)C(C)(C)O 2-(3-(4-(hydroxymethyl)thiazol-2-yl)-1,2,4-oxadiazol-5-yl)propan-2-ol